C(C)(=O)OC/C(=C(/COC(C)=O)\Br)/Br (2E)-2,3-dibromobut-2-ene-1,4-diyl diacetate